6-chloro-1-(2-fluoro-4-hydroxy-phenyl)-7-(isoindolin-2-yl)-4-oxo-1,4-dihydroquinoline-3-carboxylic acid ClC=1C=C2C(C(=CN(C2=CC1N1CC2=CC=CC=C2C1)C1=C(C=C(C=C1)O)F)C(=O)O)=O